C(=C)C1=C(C=CC=C1)C1=CCC2=CC=CC=C12 3-(2-vinylphenyl)-1H-indene